[B].CN N-methyl-amine boron